S(=O)(=O)(C)C=1C=C(C(OC)=CC1)NCC#CC1=CC(=C2C=CN(C2=C1)CC(F)(F)F)N[C@H]1[C@H](CN(CC1)C)C#N (3S,4R)-4-{6-[3-(4-mesyl-2-anisidino)-1-propynyl]-1-(2,2,2-trifluoroethyl)-4-indolylamino}-1-methyl-3-piperidinecarbonitrile